F[C@H]1CNCC[C@H]1N1C=C(C=2C1=NC=C(C2)N2C(NC(CC2)=O)=O)C 1-(1-((3S,4R)-3-Fluoropiperidin-4-yl)-3-methyl-1H-pyrrolo[2,3-b]pyridin-5-yl)dihydropyrimidine-2,4(1H,3H)-dione